1-(2,2-Dimethylcyclopropyl)-3-bromo-4-cyclopropylbenzene CC1(C(C1)C1=CC(=C(C=C1)C1CC1)Br)C